C1(CC1)OC=1C(=NC(=NC1C=1C=NN(C1)C)N(C)C1=C(C=C(C=C1)S(=O)(=O)C)F)NC1=NNC(=C1)C 5-cyclopropoxy-N2-(2-fluoro-4-(methylsulfonyl)phenyl)-N2-methyl-N4-(5-methyl-1H-pyrazol-3-yl)-6-(1-methyl-1H-pyrazol-4-yl)pyrimidine-2,4-diamine